8-chloro-N-[4-(cyanomethyl)-2,5-difluoro-phenyl]-1-hydroxy-isoquinoline-4-sulfonamide ClC=1C=CC=C2C(=CN=C(C12)O)S(=O)(=O)NC1=C(C=C(C(=C1)F)CC#N)F